O1C(CCC2=C1C=CC=C2)=O 3,4-dihydrobenzopyrone